O=C1NC(CC[C@@H]1N1C(C2=CC=CC(=C2C1)OCC1=CC=C(C=C1)SC1CN(C1)C1=C(C=C(C#N)C=C1)F)=O)=O (S)-4-(3-((4-(((2-(2,6-dioxopiperidin-3-yl)-1-oxoisoindolin-4-yl)oxy)methyl)phenyl)thio)azetidin-1-yl)-3-fluorobenzonitrile